N-[(azetidin-2-yl)methyl]-6,7-dimethoxy-1H,2H,3H-cyclopenta[b]quinolin-9-amine N1C(CC1)CNC1=C2C(=NC=3C=C(C(=CC13)OC)OC)CCC2